C(CCC)C1=CC(=C(C=C1C)CC(C)NC(OC(C)(C)C)=O)OC tert-butyl (1-(4-butyl-2-methoxy-5-methylphenyl)propan-2-yl)carbamate